(S)-2-((6-(tert-butyl)pyrimidin-4-yl)amino)-4-((2-((5-fluoropyridin-3-yl)oxy)ethyl)(4-(5,6,7,8-tetrahydro-1,8-naphthyridin-2-yl)butyl)amino)butanoic acid C(C)(C)(C)C1=CC(=NC=N1)N[C@H](C(=O)O)CCN(CCCCC1=NC=2NCCCC2C=C1)CCOC=1C=NC=C(C1)F